C[C@@H](C(=O)N[C@H](CCC(=O)N[C@@H](CCCC[NH3+])C(=O)N[C@H](C)C(=O)N[C@H](C)C(=O)[O-])C(=O)N)NC(=O)[C@@H](C)O[C@@H]1[C@H]([C@H](O[C@@H]([C@H]1O[C@H]2[C@@H]([C@H]([C@@H]([C@H](O2)CO)O)O)NC(=O)C)CO)OP(=O)([O-])OP(=O)([O-])OC/C=C(/C)\\CC/C=C(/C)\\CC/C=C(/C)\\CC/C=C(/C)\\CC/C=C(/C)\\CC/C=C(/C)\\CC/C=C(/C)\\CC/C=C(/C)\\CC/C=C(\\C)/CC/C=C(\\C)/CCC=C(C)C)NC(=O)C The molecule is the organophosphate oxoanion that at pH 7.3 is the major microspecies formed from undecaprenyldiphospho-N-acetyl-(N-acetylglucosaminyl)muramoyl-L-alanyl-D-isoglutaminyl-L-lysyl-D-alanyl-D-alanine, formed by loss of two protons from the diphospho group. It is a conjugate base of an undecaprenyldiphospho-N-acetyl-(N-acetylglucosaminyl)muramoyl-L-alanyl-D-isoglutaminyl-L-lysyl-D-alanyl-D-alanine.